3-[[5-(trifluoromethyl)pyrazin-2-yl]amino]bicyclo[1.1.1]pentane-1-carboxylic Acid FC(C=1N=CC(=NC1)NC12CC(C1)(C2)C(=O)O)(F)F